C1CCC2=C(C=3CCCC3C=C12)NC(=O)NS(=O)(=O)C1=NN(C(=C1)C)C N-((1,2,3,5,6,7-hexahydro-s-indacen-4-yl)carbamoyl)-1,5-dimethyl-1H-pyrazole-3-sulfonamide